FC1=C(C=CC(=C1)C(F)(F)F)COC1CN(C1)C(=O)N1C[C@H]2NC(CN[C@H]2CC1)=O |r| rac-(4aR,8aS)-6-[3-[[2-Fluoro-4-(trifluoromethyl)phenyl]methoxy]azetidine-1-carbonyl]-1,2,4,4a,5,7,8,8a-octahydropyrido[3,4-b]pyrazin-3-one